(S)-3-(6-(1-Ethyl-1H-pyrazol-3-yl)-5-((tetrahydrofuran-3-yl)amino)pyrazolo[1,5-a]pyrimidin-3-yl)-4-fluoro-N,5-dimethylbenzamide C(C)N1N=C(C=C1)C=1C(=NC=2N(C1)N=CC2C=2C=C(C(=O)NC)C=C(C2F)C)N[C@@H]2COCC2